C(\C=C\CCCCCCCCC)=O (E)-2-dodecenaL